O=C1NC(CCC1N1C(N(C2=C1C=CC(=C2)N2CCC(CC2)N(C)COC(=O)N2CCCCC2)C)=O)=O (((1-(1-(2,6-dioxopiperidin-3-yl)-3-methyl-2-oxo-2,3-dihydro-1H-benzo[d]imidazol-5-yl)piperidine-4-yl)(methyl)amino)methyl)piperidine-1-carboxylate